(chloromethyl)-1-(tetrahydro-2H-pyran-2-yl)-1H-pyrazole ClCC1=NN(C=C1)C1OCCCC1